(3S,4R)-tert-Butyl 3-fluoro-4-((methylsulfonyl)oxy)piperidine-1-carboxylate F[C@H]1CN(CC[C@H]1OS(=O)(=O)C)C(=O)OC(C)(C)C